C(C)(C)(C)OC(C1=CC(=C(C(=C1)OC)OC)OCC1=CC=CC=C1)=O 3-(benzyloxy)-4,5-dimethoxybenzoic acid tert-butyl ester